(S)-1-(2-chloro-5-(imidazo[1,2-a]pyridin-6-yl)pyridin-4-yl)piperidin-3-ol ClC1=NC=C(C(=C1)N1C[C@H](CCC1)O)C=1C=CC=2N(C1)C=CN2